C(C)(C)(C)OC(=O)N1C2(CC2)CC(CC1)C1=CC2=C(N=C(NC2=O)C=2C=C(C=3N(N2)C=C(N3)C)C)S1 7-[2-(2,8-dimethylimidazo[1,2-b]pyridazin-6-yl)-4-keto-3H-thieno[2,3-d]pyrimidin-6-yl]-4-azaspiro[2.5]octane-4-carboxylic acid tert-butyl ester